(10-(4-Chlorophenyl)-8-fluoro-6-hydroxy-[1,2,4]triazolo[5,1-a]isoquinoline-5-carbonyl)glycine ClC1=CC=C(C=C1)C=1C=C(C=C2C(=C(N3C(C12)=NC=N3)C(=O)NCC(=O)O)O)F